(3R)-1-(4-bromo-2-(difluoromethoxy)phenyl)-2-(2,2-difluoropropyl)-3-methyl-9-(tetrahydro-2H-pyran-2-yl)-2,3,4,9-tetrahydro-1H-pyrido[3,4-b]indole BrC1=CC(=C(C=C1)C1N([C@@H](CC2=C1N(C1=CC=CC=C21)C2OCCCC2)C)CC(C)(F)F)OC(F)F